ClC1=C(C#N)C=CC(=C1C)N1CC2(CC1)CCN(CC2)C2=CC=C(C=C2)C(=O)N2CCN(CC2)CC2CN(C2)C=2C=C1C(N(C(C1=CC2)=O)C2C(NC(CC2)=O)=O)=O 2-chloro-4-(8-(4-(4-((1-(2-(2,6-dioxopiperidin-3-yl)-1,3-dioxoisoindolin-5-yl)azetidin-3-yl)methyl)piperazine-1-carbonyl)phenyl)-2,8-diazaspiro[4.5]decan-2-yl)-3-methylbenzonitrile